ClC=1C=CC=C2C=CC=C(C12)C1=C(C=2N=C(N=C(C2C=N1)N1CC2CCC(C1)N2C(=O)OCC=C)OCC(=O)O)F {[7-(8-chloronaphthalen-1-yl)-8-fluoro-4-{8-[(prop-2-en-1-yloxy)carbonyl]-3,8-diazabicyclo[3.2.1]octan-3-yl}pyrido[4,3-d]pyrimidin-2-yl]oxy}acetic acid